BrC=1C=C(C=CC1OC)C(=O)N1C2=C(OC3(CC3)C1)C=CC=C2 (3-bromo-4-methoxyphenyl)(spiro[benzo[b][1,4]oxazine-2,1'-cyclopropane]-4(3H)-yl)methanone